C(C)O[Si](CCCN(CC=C)CCC[Si](OCC)(OCC)OCC)(OCC)OCC N,N-bis[3-(triethoxysilyl)propyl]-2-propene-1-amine